C1(=CC(O)=CC(O)=C1)C=CC1=CC=C(O)C=C1 Resveratrol